BrC1=CC=C(C=C1)C=1NC2=C(C=C(C=C2C1)C(=O)O)[N+](=O)[O-] 2-(4-bromophenyl)-7-nitro-1H-indole-5-carboxylic acid